CC1([C@H](CC2=CC=CC=C12)NC=1C=CC(=NC1)[C@@H](C(F)(F)F)N1C(CCC1)=O)C (S)-1-((S)-1-(5-(((S)-1,1-Dimethyl-2,3-dihydro-1H-inden-2-yl)amino)pyridin-2-yl)-2,2,2-trifluoroethyl)-2-oxopyrrolidin